FC(OC1=C(C(=C(C=C1)C1=CN=C2N1C=CN=C2NC2=CC(=C(C(=O)N1CCN(CC1)CC1CN(CC1)C(=O)OC(C)(C)C)C=C2)CC)F)F)F tert-Butyl 3-[[4-[4-[[3-[4-(difluoromethoxy)-2,3-difluoro-phenyl]imidazo[1,2-a]pyrazin-8-yl]amino]-2-ethyl-benzoyl]piperazin-1-yl]methyl]pyrrolidine-1-carboxylate